CN(C(=S)SC(C(=O)OC)C)C1=CC=NC=C1 Methyl 2-[methyl (4-pyridinyl) carbamothioylthio]propionate